ClC1=C(C=CC=C1NC=1C=NC(=CC1)C1CC1)[C@@]1(CC(N(C(N1)=N)C1CCOCC1)=O)C (6S)-6-{2-Chloro-3-[(6-cyclopropylpyridin-3-yl)amino]-phenyl}-2-imino-6-methyl-3-(tetrahydropyran-4-yl)-hexahydropyrimidin-4-one